NC1(CCN(CC1)C1=CC=C(C=C1)NC1=NC=C(C(=N1)C1=NN(C=N1)C1CCC(CC1)N)C1=CN=CO1)C N-(4-(4-amino-4-methylpiperidin-1-yl)phenyl)-4-(1-((1s,4s)-4-aminocyclohexyl)-1H-1,2,4-triazol-3-yl)-5-(oxazol-5-yl)pyrimidin-2-amine